tert-butyl N-[5,5-difluoro-8-(hydrazinecarbonyl)-2-oxo-1-[(4-phenoxyphenyl)methyl]-3,4-dihydro-1-benzazepin-3-yl]carbamate FC1(CC(C(N(C2=C1C=CC(=C2)C(=O)NN)CC2=CC=C(C=C2)OC2=CC=CC=C2)=O)NC(OC(C)(C)C)=O)F